N-Ethyl-5-fluoro-N-isopropyl-2-((4-(7-(((2S,5R)-5-(sulfamoylamino)tetrahydro-2H-pyran-2-yl)methyl)-2,7-diazaspiro[3.5]nonan-2-yl)pyrimidin-5-yl)oxy)benzamide C(C)N(C(C1=C(C=CC(=C1)F)OC=1C(=NC=NC1)N1CC2(C1)CCN(CC2)C[C@H]2OC[C@@H](CC2)NS(N)(=O)=O)=O)C(C)C